tert-butyl (5-bromo-2,3-dihydro-1H-inden-1-yl)(3,4-difluorobenzyl)carbamate BrC=1C=C2CCC(C2=CC1)N(C(OC(C)(C)C)=O)CC1=CC(=C(C=C1)F)F